C(C1=CC=CC=C1)NC(CC1=NC=C(C=C1)C1=CC=C(C=C1)OCCCl)=O N-benzyl-2-{5-[4-(2-chloroethoxy)-phenyl]-pyridin-2-yl}-acetamide